N-propynylpyrrolidine C(#CC)N1CCCC1